C(CC)(=O)OCC1=CC=CO1 Furfuryl propionate